OC(CNC(C=CC=CC=CC=CCCC)=O)(C)C dodecatetraenoic acid-N-(2-hydroxy-2-methylpropyl)amide